[Li].[Ti] titanium Lithium